CC1=C2N(C=3C=CC=CC13)C1(C(C2C2=CC=C(C=C2)C)C(C2=CC=CC=C21)=O)C=2NC1=CC=CC=C1C2C ls-10-methyl-4b-(3-methyl-1H-indol-2-yl)-11-(p-tolyl)-11,11a-dihydroindeno[2',1':4,5]pyrrolo[1,2-a]indol-12(4bH)-one